2-(3,3-difluoroazetidin-1-carbonyl)-1-methyl-4,5,6,7-tetrahydro-1H-pyrrolo[2,3-c]pyridine FC1(CN(C1)C(=O)C1=CC2=C(CNCC2)N1C)F